BrC=1C=CC(=NC1)CNC(=O)C1CN(CCC1)C=1C=2C(N=CN1)=NN(C2)C2=CC=C(C=C2)C(F)(F)F N-((5-bromopyridin-2-yl)methyl)-1-(2-(4-(trifluoromethyl)phenyl)-2H-pyrazolo[3,4-d]pyrimidin-4-yl)piperidine-3-carboxamide